1-(4-methylphenyl)prop-2-yn-1-one CC1=CC=C(C=C1)C(C#C)=O